CC1=C(C(=O)C(=O)O)C=CC(=C1)C 2,4-dimethylbenzoyl-carboxylic acid